C(CCCCCC(=O)OCC(CCCCCCCC)CCCCCC)(=O)OCC(COC(CCCC(=O)OC(CCCCCCCC)CCCCCCCC)=O)OC(CCCN(C)C)=O 1-(2-((4-(dimethylamino) butanoyl) oxy)-3-((5-(heptadec-9-yloxy)-5-oxopentanoyl) oxy) propyl) 7-(2-hexyldecyl) pimelate